NC=1C(=C(C#N)C(=CC1C(=C)C)Cl)C(=C)C 3-amino-6-chloro-2,4-bis(prop-1-en-2-yl)benzonitrile